(7S)-4,7,8-trimethyl-2-(((R)-1-((6-(trifluoromethyl)pyridin-3-yl)methyl)-1,4,5,6-tetrahydrocyclopenta[c]pyrazol-4-yl)amino)-7,8-dihydropteridin-6(5H)-one CC1=NC(=NC=2N([C@H](C(NC12)=O)C)C)N[C@@H]1CCC=2N(N=CC21)CC=2C=NC(=CC2)C(F)(F)F